N1N=C(C=C1)B(O)O (1H-pyrazol-3-yl)boronic acid